(1r,4r)-4-((5-(4,4,5,5-tetramethyl-1,3,2-dioxaborolan-2-yl)pyrimidin-2-yl)amino)cyclohexan-1-ol CC1(OB(OC1(C)C)C=1C=NC(=NC1)NC1CCC(CC1)O)C